tert-butyl(7-(4-amino-2-(trifluoromethyl)phenyl)-7-azaspiro[3.5]nonan-2-yl) carbamate C(N)(OC1C(C2(C1)CCN(CC2)C2=C(C=C(C=C2)N)C(F)(F)F)C(C)(C)C)=O